C1(CC1)C=1N=NN(C1)[C@@H](C(=O)N1[C@@H](C[C@H](C1)O)C(=O)NCC1CCCC=2C=CC=NC12)C(C)(C)C (2S,4R)-1-[(2R)-2-(4-cyclopropyltriazol-1-yl)-3,3-dimethyl-butanoyl]-4-hydroxy-N-(5,6,7,8-tetrahydroquinolin-8-ylmethyl)pyrrolidine-2-carboxamide